Ethyl 2-(4-(6-aminopyridin-2-yl) phenoxy)-2-methylpropionate NC1=CC=CC(=N1)C1=CC=C(OC(C(=O)OCC)(C)C)C=C1